C(C)OC(CNS(=O)(=O)C1=CC=C(C)C=C1)=O N-(p-toluenesulfonyl)glycine ethyl ester